1-(2-fluoroethyl)-1H-pyrazole-4-carboxamide FCCN1N=CC(=C1)C(=O)N